ClC1=NC=C(C(=C1)N1CC(C1)CC(=O)N1CC=2C(=C(C=3COC(CC3N2)(C)C)C)C1)OC 2-[1-(2-Chloro-5-methoxy-pyridin-4-yl)-azetidin-3-yl]-1-(6,6,9-trimethyl-3,5,6,8-tetrahydro-1H-7-oxa-2,4-diaza-cyclopenta[b]naphthalen-2-yl)-ethanone